O=CCC1CCN(CC1)C1=CC=C(C=N1)NC(=O)N1CCNCC1 N-(6-(4-(2-oxoethyl)piperidin-1-yl)pyridin-3-yl)piperazine-1-carboxamide